Methyl 3-((4-(methoxycarbonyl)phenyl)amino)-2-phenylimidazo[1,2-a]pyridine-6-carboxylate COC(=O)C1=CC=C(C=C1)NC1=C(N=C2N1C=C(C=C2)C(=O)OC)C2=CC=CC=C2